2-cyano-1-(5-(1-(3-fluoro-2-furylformyl)piperazine-4-yl)pentyl)-3-(4-pyridinyl)guanidine C(#N)N=C(NCCCCCN1CCN(CC1)C(=O)C=1OC=CC1F)NC1=CC=NC=C1